methyl 1-(4-(1-(tert-butoxycarbonyl)azetidin-3-yl)-2-fluoro-6-methyl-benzyl)piperidine-4-carboxylate C(C)(C)(C)OC(=O)N1CC(C1)C1=CC(=C(CN2CCC(CC2)C(=O)OC)C(=C1)C)F